C(C)(=O)C1=NN(C2=C(C=C(C=C12)C=1C=NC(=NC1)C)COS(=O)(=O)C)CC(=O)OC(C)(C)C tert-Butyl 2-(3-acetyl-5-(2-methylpyrimidin-5-yl)-7-((methylsulfonyloxy)methyl)-1H-indazol-1-yl)acetate